(±)-6-((2R,6S)-2,6-Dimethyl-morpholin-4-yl)-pyridazin-3-ylamine C[C@@H]1CN(C[C@@H](O1)C)C1=CC=C(N=N1)N |r|